[C@@H]1([C@H](O)[C@H](O)[C@@H](CO)O1)C1C(=O)NC(=O)C=C1 Deazauridin